4,4,5,5-tetramethyl-1,3,2-dioxaborolan-2-ylboronic acid CC1(OB(OC1(C)C)B(O)O)C